FCC(C(=O)N1C(C2=CC=C(C=C2C1)S(=O)(=O)C)C(=O)NC1=CC=C(C=C1)C(C(F)(F)F)(C(F)(F)F)O)C 2-(3-Fluoro-2-methylpropanoyl)-N-[4-(1,1,1,3,3,3-hexafluoro-2-hydroxypropan-2-yl)phenyl]-5-(methylsulfonyl)-2,3-dihydro-1H-isoindol-1-carboxamid